C(C)OC(=O)C1=C(N=C(S1)NC1=NC(=CC(=N1)NCC1=CC=C(C=C1)S(=O)(=O)N)Cl)C.C1(=CC=CC=C1)C=1C=NC2=C(C=CC(=C2N1)C=1SC=CC1)C=1SC=CC1 3-phenyl-5,8-bis(thien-2-yl)quinoxaline ethyl-2-[[4-[[[4-(aminosulfonyl)phenyl]methyl]amino]-6-chloro-2-pyrimidinyl]amino]-4-methyl-5-thiazolecarboxylate